C(C1=CC=CC=C1)(=O)OC1=C(C=CC=C1)[S+](C1=C(C=CC=C1)OC(C1=CC=CC=C1)=O)C1=C(C=CC=C1)OC(C1=CC=CC=C1)=O tris(benzoyloxyphenyl)sulfonium